C1(CCCC1)OC=1C=C(C=CC1OC)[C@@H]1C[C@H](C(NC1)=O)CC1=CC(=CC=C1)C (3S,5S)-5-(3-(cyclopentyloxy)-4-methoxyphenyl)-3-(3-methylbenzyl)piperidin-2-one